C1(CC1)C#CC1=NNC2=CC=C(C=C12)C(=O)N1C[C@@H](CC1)N(C)C (R)-(3-(Cyclopropylethynyl)-1H-indazol-5-yl)(3-(dimethylamino)pyrrolidin-1-yl)methanone